[2-(Methacryloyloxy)ethyl]-dimethyl-(3-sulfopropyl)-ammonium hydroxide [OH-].C(C(=C)C)(=O)OCC[N+](CCCS(=O)(=O)O)(C)C